O1C(C1)C=1C2=C(NC=CC1)C=CC=C2 5-(oxiranyl)benzo[b]azepine